N-octadecyl-2-ethyl-3-(4-hydroxybenzyloxy)-pyridin-4-one C(CCCCCCCCCCCCCCCCC)N1C(=C(C(C=C1)=O)OCC1=CC=C(C=C1)O)CC